(4-methoxyphenyl)-p-tolyl sulfide COC1=CC=C(C=C1)SC1=CC=C(C=C1)C